(S)-N-(5-(2,4-difluorophenoxy)pyridin-2-yl)-2-morpholinopropanamide FC1=C(OC=2C=CC(=NC2)NC([C@H](C)N2CCOCC2)=O)C=CC(=C1)F